C(C)(C)(C)OC(CN(CC(CC(=O)O)(C)C)C(=O)OCOP(=O)(OC(C)(C)C)OC(C)(C)C)=O 4-((2-(tert-butoxy)-2-oxoethyl)((((di-tert-butoxyphosphoryl)oxy)methoxy)carbonyl)amino)-3,3-dimethylbutanoic acid